Cl.Cl.C[C@H]1[C@H](C2=NC=CC=C2OC1)CN |o1:3,4| rel-1-[(3S,4S)-3-methyl-3,4-dihydro-2H-pyrano[3,2-b]pyridin-4-yl]methylamine dihydrochloride